N1(C=NC=C1)CCO 1H-imidazole-1-ethanol